ClC=1C=C(C=CC1F)N(C(=O)[C@H]1N([C@@H](CC1)C)C(=O)OC(C)(C)C)C tert-butyl (2S,5R)-2-((3-chloro-4-fluorophenyl) (methyl) carbamoyl)-5-methylpyrrolidine-1-carboxylate